tert-butyl ((1R,3S)-3-(7-benzyloxy-[1,2,4]triazolo[4,3-a]pyrimidin-3-yl)cyclohexyl)carbamate C(C1=CC=CC=C1)OC1=NC=2N(C=C1)C(=NN2)[C@@H]2C[C@@H](CCC2)NC(OC(C)(C)C)=O